racemic-indoline-2-carboxylic acid N1[C@H](CC2=CC=CC=C12)C(=O)O |r|